5-(3-(3-cyclopropyl-4-methyl-1H-pyrazol-5-yl)-2-fluoro-6-hydroxyphenyl)-1,2,5-thiadiazolidin-3-one 1,1-dioxide C1(CC1)C1=NNC(=C1C)C=1C(=C(C(=CC1)O)N1CC(NS1(=O)=O)=O)F